ClC1=NC(=NC(=N1)C1=C(C=CC=C1)C1=CC=CC=C1)C1=CC=C(C=C1)C1=CC=CC=C1 6-chloro-2-[(1,1'-biphenyl)-2-yl]-4-[(1,1'-biphenyl)-4-yl]-1,3,5-triazine